1-(sec-butyl)-3-(1-dimethylaminopropan-2-yl)thiourea C(C)(CC)NC(=S)NC(CN(C)C)C